O1CCN(CC1)C1=C(C(=O)NC=2SC(=NN2)OCC2=CC=C(C=C2)C2COC2)C=CC(=N1)[2H] 2-morpholino-N-(5-((4-(oxetan-3-yl)benzyl)oxy)-1,3,4-thiadiazol-2-yl)nicotinamide-6-d